CS(=O)(=O)NC=1C=C(C=CC1)NC(=O)C1=CSC(=C1)S(=O)(=O)N1CCOCC1 N-(3-(methylsulfonamido)phenyl)-5-(morpholinosulfonyl)thiophene-3-carboxamide